[Na+].C(CC(O)(C(=O)[O-])CC(=O)[O-])(=O)[O-].[Na+].[Na+] citric acid, sodium salt